[1-(methoxycarbonyl)cyclobutyl]methylammonium chloride [Cl-].COC(=O)C1(CCC1)C[NH3+]